6-[(2-fluorophenyl)methyl]-N-hydroxy-5-oxo-7H-pyrrolo[3,4-b]pyridine-3-carboximidamide FC1=C(C=CC=C1)CN1CC2=NC=C(C=C2C1=O)C(NO)=N